COC(=O)C1=NC=CC(=C1)C1=NC(=C(C=C1C)NC(=O)N[C@H]1[C@@H](CC(C2=CC(=C(C=C12)F)F)(C)C)O)C1=CC=CC=C1 |r| rac-5-(3-((1R,2R)-6,7-difluoro-2-hydroxy-4,4-dimethyl-1,2,3,4-tetrahydronaphthalen-1-yl)ureido)-3-methyl-6-phenyl-[2,4'-bipyridine]-2'-carboxylic acid methyl ester